1-(4-((4-(3-((2-((1S)-1-((tetrahydro-2H-pyran-2-yl)oxy)ethyl)-1H-imidazol-1-yl)methyl)isoxazole-5-yl)phenyl)ethynyl)benzyl)azetidine-3-carbonitrile O1C(CCCC1)O[C@@H](C)C=1N(C=CN1)CC1=NOC(=C1)C1=CC=C(C=C1)C#CC1=CC=C(CN2CC(C2)C#N)C=C1